2,2,2-trifluoroethyl 2-oxo-2-[(2R,5S)-5-methyl-2-[2-(1,2,2,6,6-pentamethyl-4-piperidyl)indazol-5-yl]-1-piperidyl]acetate O=C(C(=O)OCC(F)(F)F)N1[C@H](CC[C@@H](C1)C)C1=CC2=CN(N=C2C=C1)C1CC(N(C(C1)(C)C)C)(C)C